(±)-4-(4-(1-aminoethyl)-8-fluoroquinolin-6-yl)-5-methyl-N-(1-(methylsulfonyl)piperidin-4-yl)pyrimidin-2-amine N[C@H](C)C1=CC=NC2=C(C=C(C=C12)C1=NC(=NC=C1C)NC1CCN(CC1)S(=O)(=O)C)F |r|